thiolformylsulfone S1C(=CC=C1)C(=O)S(=O)(=O)C(=O)C=1SC=CC1